Tert-butyl [(1R)-1-{3-[(2R or S)-1,1-difluoro-2-hydroxy-2-methylbutyl]-2-fluorophenyl}ethyl]carbamate FC([C@](CC)(C)O)(F)C=1C(=C(C=CC1)[C@@H](C)NC(OC(C)(C)C)=O)F |o1:2|